C(=O)C1=C(C=CC=C1)NS(=O)(=O)C1=CC=C(C)C=C1 N-(2-formylphenyl)-p-toluenesulfonamide